1-ethyl-3-vinylimidazolium hexafluorophosphate F[P-](F)(F)(F)(F)F.C(C)N1C=[N+](C=C1)C=C